(1r,4r)-4-(2-(2-(dimethylamino)ethoxy)cyclohexyl)-2-(1H-imidazol-1-yl)-5H-pyrrolo[3,2-d]pyrimidine-4-carboxamide CN(CCOC1[C@H](CCCC1)[C@@]1(C2=C(N=C(N1)N1C=NC=C1)C=CN2)C(=O)N)C